((1S,3R)-3-((8-fluoro-7-(7-fluoro-3-(methoxymethoxy)-8-((triisopropylsilyl)ethynyl)naphthalen-1-yl)-5-methoxy-2-(methylsulfinyl)pyrido[4,3-d]pyrimidin-4-yl)amino)cyclopentyl)methanol FC1=C(N=C(C2=C1N=C(N=C2N[C@H]2C[C@H](CC2)CO)S(=O)C)OC)C2=CC(=CC1=CC=C(C(=C21)C#C[Si](C(C)C)(C(C)C)C(C)C)F)OCOC